CCC1(C[C@@H]([C@@H](CO1)C(=O)[C@H](CO)[C@@H]([C@@]2([C@H](O2)[C@@H](C)/C=C\\C)C)O)O)O The molecule is a member of the class of oxanes isolated from the Mediterranean bryozoan Myriapora truncata and has been shown to exhibit inhibitory activity against murine leukemia cells. It has a role as a metabolite and an antineoplastic agent. It is a member of oxanes, a secondary alcohol, an epoxide, a primary alcohol, a beta-hydroxy ketone and a lactol. It derives from a polyketide.